C(C)(=O)OC(C1=C(C(=C(C=C1)OCC1=CC=CC=C1)OC)C)=O methyl-(3-methoxy-4-benzyloxybenzoyl) acetate